N-[2-(5-chloro-1,3-benzoxazol-2-yl)-6-methyl-2-azaspiro[3.3]heptan-6-yl]-2-(trifluoromethyl)pyridine-4-carboxamide ClC=1C=CC2=C(N=C(O2)N2CC3(C2)CC(C3)(C)NC(=O)C3=CC(=NC=C3)C(F)(F)F)C1